(6-((5-bromo-2-((5-(1-ethyl-1H-pyrazol-4-yl)-2-methoxy-4-(4-(piperidine-4-yl)piperazin-1-yl)phenyl)amino)pyrimidin-4-yl)amino)quinoxalin-5-yl)dimethylphosphine oxide BrC=1C(=NC(=NC1)NC1=C(C=C(C(=C1)C=1C=NN(C1)CC)N1CCN(CC1)C1CCNCC1)OC)NC=1C(=C2N=CC=NC2=CC1)P(C)(C)=O